diiodo[2,6-bis[4-(R)-isopropyl-2-oxazolyl]pyridine] cobalt [Co].IC=1C=C(C(=NC1C=1OC=C(N1)C(C)C)C=1OC=C(N1)C(C)C)I